5-[4-(2,6-difluoro-4-nitrophenoxy)-1-{[2-(trimethylsilyl)ethoxy]methyl}-1H-pyrrolo[2,3-b]pyridin-3-yl]-2-(trifluoromethoxy)benzonitrile FC1=C(OC2=C3C(=NC=C2)N(C=C3C=3C=CC(=C(C#N)C3)OC(F)(F)F)COCC[Si](C)(C)C)C(=CC(=C1)[N+](=O)[O-])F